OC1=CC(=CC=2OC3=CC=C(C=C3C(C12)=O)C1=CC(=CC=C1)O)O 1,3-dihydroxy-7-(3-hydroxyphenyl)-9H-xanthen-9-one